C(CCC)C=1N=C(NC1C)C1=C(C=C(C=C1)Cl)O 4-butyl-2-(4-chloro-2-hydroxyphenyl)-5-methylimidazole